(S)-(4-methylmorpholin-2-yl)methanol CN1C[C@H](OCC1)CO